BrC1=CC=C(C=C1)C1=CN=C(N1)[C@H]1N(C[C@@H](C1)O)C([C@H](C(C)(C)C)NC(OC(C)(C)C)=O)=O tert-butyl ((S)-1-((2S,4R)-2-(5-(4-bromophenyl)-1H-imidazol-2-yl)-4-hydroxypyrrolidin-1-yl)-3,3-dimethyl-1-oxobutan-2-yl)carbamate